[Br-].ClC1=CC=C(C=C1)C(C[N+]1=CC=C(C=C1)C#N)=O 1-(2-(4-Chlorophenyl)-2-oxoethyl)-4-cyanopyridin-1-ium bromide